boron di-azelate C(CCCCCCCC(=O)[O-])(=O)[O-].C(CCCCCCCC(=O)O)(=O)[O-].[B+3]